2,3-dimethylbenzyl alcohol CC1=C(CO)C=CC=C1C